NCCNCCNCCC[Si](OC)(OC)OC 3-(2-(2-aminoethylamino)ethylamino)propyltrimethoxysilane